ClC1=C(C#N)C(=CC=N1)NC1=CC2=C(N(C(N2CCC(CC)=O)=O)C)C=C1 2-chloro-4-((1-methyl-2-oxo-3-(3-oxopentyl)-2,3-dihydro-1H-benzo[d]imidazol-5-yl)amino)nicotinonitrile